4-(methylsulfonamido)cyclohexanecarboxylic acid CS(=O)(=O)NC1CCC(CC1)C(=O)O